6-bromo-N-(3-(difluoromethoxy)-4-morpholinophenyl)-[1,2,4]triazolo[1,5-a]pyrazin-8-amine BrC=1N=C(C=2N(C1)N=CN2)NC2=CC(=C(C=C2)N2CCOCC2)OC(F)F